N-methyl-2-(pyridin-2-yl)-N-[(pyridin-2-yl)methyl]-5H,6H,7H-cyclopenta[d]pyrimidin-4-amine hydrochloride Cl.CN(C=1C2=C(N=C(N1)C1=NC=CC=C1)CCC2)CC2=NC=CC=C2